C1(=CC=CC=C1)CCCOC(C)=O.C1=CC=CC=2C3=CC=CC=C3N(C12)CCC1=NN=C(O1)SCC(=O)NC1=CC=C(C=C1)[N+](=O)[O-] 2-((5-(2-(9H-carbazol-9-yl)ethyl)-1,3,4-oxadiazol-2-yl)thio)-N-(4-nitrophenyl)acetamide 3-Phenylpropyl-acetate